OCC12N(CCC2C1)C(=O)OC(C)(C)C tert-butyl 1-(hydroxymethyl)-2-azabicyclo[3.1.0]hexane-2-carboxylate